OCCNCC=1C=CC(=NC1)C(=O)NC=1C(=C(C=CC1)C1=C(C(=CC=C1)NC(=O)C1=NN2C(C(CCC2)N2C[C@@H](CC2)O)=C1)C)C N-(3'-(5-(((2-hydroxyethyl)amino)methyl)picolinamido)-2,2'-dimethyl-[1,1'-biphenyl]-3-yl)-4-((R)-3-hydroxypyrrolidin-1-yl)-4,5,6,7-tetrahydropyrazolo[1,5-a]pyridine-2-carboxamide